ClC=1C=C(C=CC1)CC(=O)NC1=CC(=C(C=C1)N1N=CC(=C1)Cl)S(N)(=O)=O 2-(3-Chlorophenyl)-N-[4-(4-chloro-1H-pyrazol-1-yl)-3-sulfamoylphenyl]acetamide